F[B-](F)(F)F.C1(CCCCCCCCCCC1)N1CN(C=C1)C1=C(C=C(C=C1C)C)C 1-cyclododecyl-3-mesityl-imidazole tetrafluoroborate